11-oxo-N-((2-(4-(piperazin-1-yl)phenyl)thiazol-5-yl)methyl)-10,11-dihydrodibenzo[b,f][1,4]thiazepine-8-carboxamide 5,5-dioxide hydrochloride Cl.O=C1NC2=C(S(C3=C1C=CC=C3)(=O)=O)C=CC(=C2)C(=O)NCC2=CN=C(S2)C2=CC=C(C=C2)N2CCNCC2